CC1=CC=C(C=C1)S(=O)(=O)N1C=CC=2C1=NC=C(C2N)N 1-p-toluenesulfonyl-1H-pyrrolo[2,3-b]Pyridine-4,5-diamine